NCCOCCOCCNC1=NC(=NC(=N1)NC1CCCC1)C1=CC(=CC=C1)[N+](=O)[O-] N2-[2-[2-(2-aminoethoxy)ethoxy]ethyl]-N4-cyclopentyl-6-(3-nitrophenyl)-1,3,5-triazine-2,4-diamine